2-((3-methyl-2,6-dioxo-5-(3-propoxybenzyl)-2,3,5,6-tetrahydro-7H-imidazo[4',5':4,5]benzo[1,2-d]oxazol-7-yl)sulfonyl)acetic acid methyl ester COC(CS(=O)(=O)N1C(N(C=2C1=CC1=C(N(C(O1)=O)C)C2)CC2=CC(=CC=C2)OCCC)=O)=O